COC=1C=C(C(=NC1)N)C(F)(F)F 5-methoxy-3-(trifluoromethyl)pyridin-2-amine